NC=1C(=C(C=C2C=C(N=CC12)NC(O[C@@H]1[C@@H]([C@@](C1)(C)O)C)=O)C1=C(C2=C(OCCN2)N=C1)C)F (1s,2s,3s)-3-Hydroxy-2,3-dimethylcyclobutyl (8-amino-7-fluoro-6-(8-methyl-2,3-dihydro-1H-pyrido[2,3-b][1,4]oxazin-7-yl)isoquinolin-3-yl)carbamate